ClC1=CC=C(C=C1)NC(NC(NCCCCCCNC(=N)NC(=N)NC1=CC=C(C=C1)Cl)=N)=N hexamethylenbis[5-(4-chlorophenyl)biguanide]